Ethyl 6-(2-(2H-tetrazol-5-yl)ethyl)-2-amino-6-phenyl-4,5,6,7-tetrahydrobenzo[b]thiophene-3-carboxylate N=1NN=NC1CCC1(CCC2=C(SC(=C2C(=O)OCC)N)C1)C1=CC=CC=C1